undecyl-fluoron-hexane tert-butyl-(3-((4,4-difluoropiperidin-1-yl)methyl)-1-methyl-1H-indazol-5-yl)carbamate C(C)(C)(C)N(C(O)=O)C=1C=C2C(=NN(C2=CC1)C)CN1CCC(CC1)(F)F.C(CCCCCCCCCC)C(CCCCC)F